3-[(1R)-1-(5,7-difluoro-3-methyl-1-benzofuran-2-yl)-2,2,2-trifluoroethyl]-1-[3-(1,2-dihydroxyethyl)phenyl]urea FC=1C=C(C2=C(C(=C(O2)[C@H](C(F)(F)F)NC(NC2=CC(=CC=C2)C(CO)O)=O)C)C1)F